4-(2-methyl-propenyl)carbonyloxyphenylboronic acid CC(=CC(=O)OC1=CC=C(C=C1)B(O)O)C